Cl.C(C)[C@@H]1N(CCC1)CNC(=O)C1=C(N=C(S1)C1=CC(=C(C=C1)O)C#N)C N-((S)-2-(1-ethyl)pyrrolidinylmethyl)-2-(3-cyano-4-hydroxyphenyl)-4-methylthiazole-5-carboxamide hydrochloride